trans-tert-butyl ((4-(6-chloroquinoline-2-carboxamido)cyclohexyl)methyl)carbamate ClC=1C=C2C=CC(=NC2=CC1)C(=O)N[C@@H]1CC[C@H](CC1)CNC(OC(C)(C)C)=O